C1=C(C=CC2=CC=CC=C12)C1=C2C=CC=CC2=C(C2=CC=CC=C12)C1=CC=C(C=C1)N1C(=NC2=C1C=CC=C2)C2=CC=C(C=C2)C=2C=CC1=CC=C3C=CC=NC3=C1N2 9-(4-(1-(4-(10-(naphthalene-2-yl)anthracen-9-yl)-phenyl)-1H-benzo[d]imidazol-2-yl)phenyl)-1,10-phenanthroline